ClC=1C(=NC(=NC1)NC1CCOCC1)C1=CC=C2CN(C(C2=C1)=O)CC(N1CC2=C(C=CC=C2CC1)C(F)(F)F)=O 6-{5-chloro-2-[(oxacyclohex-4-yl)amino]pyrimidin-4-yl}-2-{2-oxo-2-[8-(trifluoromethyl)-1,2,3,4-tetrahydroisoquinolin-2-yl]ethyl}-2,3-dihydro-1H-isoindol-1-one